C[C@H]1N(CCOC1)C=1C2=C(N=C(N1)C#C[Si](C)(C)C)CN(CC2)C(=O)OC(C)(C)C tert-Butyl 4-[(3R)-3-methylmorpholin-4-yl]-2-(2-trimethylsilylethynyl)-6,8-dihydro-5H-pyrido[3,4-d]pyrimidine-7-carboxylate